Threonat O=C([C@@H](O)[C@H](O)CO)[O-]